5-Bromo-1-(tert-butyldimethylsilyl)-1H-indole BrC=1C=C2C=CN(C2=CC1)[Si](C)(C)C(C)(C)C